(4-(3-cyclopropoxy-4-methoxybenzyl)-2-(2-isopropylphenyl)piperazin-1-yl)-7-azaspiro[3.5]nonane C1(CC1)OC=1C=C(CN2CC(N(CC2)C2CCC23CCNCC3)C3=C(C=CC=C3)C(C)C)C=CC1OC